ClC1=CC=C2C(=CNC2=C1)S(=O)(=O)NC1=NC=C(C(=N1)OC)CCOC 6-chloro-N-[4-methoxy-5-(2-methoxyethyl)pyrimidin-2-yl]-1H-indole-3-sulfonamide